N-(3-fluoro-5-iodophenyl)-N-methylpiperidin-4-amine HCl Cl.FC=1C=C(C=C(C1)I)N(C1CCNCC1)C